N1OC=C2N1CCC2 5,6-dihydro-4H-pyrrolo[1,2-c]-oxadiazol